N1C=CC2=CC(=CC=C12)C=1N=C(C=2N(C1)C=NN2)NC2=CC(=C(C=C2)N2CCOCC2)OC 6-(1H-indol-5-yl)-N-(3-methoxy-4-morpholinophenyl)-[1,2,4]Triazolo[4,3-a]Pyrazin-8-amine